Methyl-{[5-(4-chloro-2-fluorophenyl)-1-(2,4-difluorophenyl)-1H-1,2,4-triazole-3-yl]oxy} acetate C(C)(=O)OOC1=NN(C(=N1)C1=C(C=C(C=C1)Cl)F)C1=C(C(=C(C=C1)F)C)F